(S)-2-(7-chloro-3-cyclopropyl-2-oxo-5-phenyl-2,3-dihydro-1H-benzo[e][1,4]diazepin-1-yl)acetic acid ClC1=CC2=C(N(C([C@@H](N=C2C2=CC=CC=C2)C2CC2)=O)CC(=O)O)C=C1